C(C)(C)(C)C1=CC=C(C=C1)N(C1=CC=C(C=C1)C=1OC2=C(C1)C=CC(=C2)C=C(C(=O)O)C#N)C2=CC=C(C=C2)C(C)(C)C 3-(2-(4-(Bis(4-(tert-butyl)phenyl)amino)phenyl)benzofuran-6-yl)-2-cyanoacrylic acid